F[C@]1(CN(CCC1)C1=NC=NC(=N1)NC=1N=CC2=C(N=CC(=C2C1)C(C)C)N1[C@@H]([C@H](C1)CS(=O)(=O)C)C)C (3R,4R)-3-fluoro-1-(4-((5-isopropyl-8-((2R,3S)-2-methyl-3-((methylsulfonyl)Methyl)azetidin-1-yl)-2,7-naphthyridin-3-yl)amino)-1,3,5-triazin-2-yl)-3-methylpiperidine